bis(2-methylphenyl)-iodonium CC1=C(C=CC=C1)[I+]C1=C(C=CC=C1)C